5-(1-chloro-6,7,8,9-tetrahydro-5H-pyrido[3,4-b]Indol-4-yl)-3,4-dihydroisoquinoline-2(1H)-carboxylic acid tert-butyl ester C(C)(C)(C)OC(=O)N1CC2=CC=CC(=C2CC1)C1=CN=C(C=2NC=3CCCCC3C21)Cl